C(C1=CC=CC=C1)N1[C@@H]2[C@H](CC1)[C@H](N(C2)C(=O)OCC)C Ethyl (3aR,4R,6aR)-1-benzyl-4-methylhexahydropyrrolo[3,4-b]pyrrole-5(1H)-carboxylate